ClC1=CC=C(C=N1)S(=O)(=N)C1=CC=C(C(=O)OC)C=C1 methyl 4-[(6-chloro-3-pyridyl)sulfonimidoyl]benzoate